NC1=CC(=C(CC=2C=C(C(NC2)=O)C(C)C)C(=C1)Cl)Cl 5-(4-amino-2,6-dichlorobenzyl)-3-isopropylpyridin-2(1H)-one